tert-butyl (3R)-3-[(2-chloro-5-fluoro-pyrimidin-4-yl)amino]piperidine-1-carboxylate ClC1=NC=C(C(=N1)N[C@H]1CN(CCC1)C(=O)OC(C)(C)C)F